CC1=C(OC=2C=C3C=NNC3=CC2C=2C3=C(C(N(C2)C)=O)NC(=C3)C(=O)NCC)C(=CC=C1)C 4-(5-(2,6-dimethylphenoxy)-1H-indazol-6-yl)-N-ethyl-6-methyl-7-oxo-6,7-dihydro-1H-pyrrolo[2,3-c]pyridine-2-carboxamide